C(C)(C)(C)OC(NC12COC(CC1)(CC2)C(=O)NNC(C2=CN=C(C=C2NC(C)C)Cl)=O)=O (1-(2-(6-chloro-4-(isopropylamino)nicotinoyl)hydrazine-1-carbonyl)-2-oxabicyclo[2.2.2]oct-4-yl)carbamic acid tert-butyl ester